C(=O)(O)C[C@@H](N1N=C(C=C1)CCCC1=NC=2NCCCC2C=C1)C1=CC(=NC=C1)NCCCC(=O)O |r| (±)-4-{[4-(2-carboxy-1-{3-[3-(5,6,7,8-tetrahydro-1,8-naphthyridin-2-yl)propyl]-1H-pyrazol-1-yl}ethyl)pyridin-2-yl]amino}butanoic acid